(3R,5R)-3-(((R)-2,3-Dihydro-1H-Inden-1-Yl)Amino)-5-(3-Iodophenyl)-1-(4-(Trifluoromethyl)Phenyl)Pyrrolidin-2-One [C@H]1(CCC2=CC=CC=C12)N[C@H]1C(N([C@H](C1)C1=CC(=CC=C1)I)C1=CC=C(C=C1)C(F)(F)F)=O